2-Chloro-4-(8-(4-(4-(1-(2-(2,6-dioxopiperidin-3-yl)-1,3-dioxoisoindolin-5-yl)azetidin-3-yl)piperazine-1-carbonyl)phenyl)-2,8-diazaspiro[4.5]decan-2-yl)benzonitrile ClC1=C(C#N)C=CC(=C1)N1CC2(CC1)CCN(CC2)C2=CC=C(C=C2)C(=O)N2CCN(CC2)C2CN(C2)C=2C=C1C(N(C(C1=CC2)=O)C2C(NC(CC2)=O)=O)=O